FC1=C(C=CC(=C1)F)C1=NC(=NC2=C1N=C(N(C2=O)C)C)N2C[C@H](OCC2)C2=CC(=NC=C2)C (R)-8-(2,4-difluorophenyl)-2,3-dimethyl-6-(2-(2-methylpyridin-4-yl)morpholino)pyrimido[5,4-d]pyrimidin-4(3H)-one